C1(=CC=C(C=C1)N(C1=CC2=C(C3=C(O2)C=C2C=C4C(OC5=C4C=CC(=C5)N(C5=CC(=CC=C5)C(C)(C)C)C5=CC=C(C=C5)C5=CC=CC=C5)=CC2=C3)C=C1)C1=CC(=CC=C1)C(C)(C)C)C1=CC=CC=C1 N,N'-bis(biphenyl-4-yl)-N,N'-bis(3-tert-butylphenyl)dibenzo[d,d']Naphtho[2,3-b:6,7-b']Difuran-3,10-diamine